(R)-6-(3-(5-(3-hydroxy-1-methyl-2-oxopyrrolidin-3-yl)isoxazol-3-yl)phenyl)pyridineamide O[C@@]1(C(N(CC1)C)=O)C1=CC(=NO1)C=1C=C(C=CC1)C1=CC=CC(=N1)C(=O)N